tert-Butyl 4-((2S,3R,4R)-1-acetyl-2,3-dimethyl-4-((5-methylpyrazin-2-yl)amino)-1,2,3,4-tetrahydroquinolin-6-yl)piperazine-1-carboxylate C(C)(=O)N1[C@H]([C@@H]([C@H](C2=CC(=CC=C12)N1CCN(CC1)C(=O)OC(C)(C)C)NC1=NC=C(N=C1)C)C)C